L-alanine spiro[3.4]Octane-2-yl ester C1C(CC12CCCC2)OC([C@@H](N)C)=O